6-(4-(3-Bromo-5-((7-cyclobutoxy-4-oxo-3,4-dihydrophthalazin-1-yl)methyl)benzoyl)piperazin-1-yl)nicotinonitrile Methyl-3-bromo-5-(hydroxymethyl)benzoate COC(C1=CC(=CC(=C1)CO)Br)=O.BrC=1C=C(C(=O)N2CCN(CC2)C2=NC=C(C#N)C=C2)C=C(C1)CC1=NNC(C2=CC=C(C=C12)OC1CCC1)=O